Lithium (1,4-di-tert-amyl-1,4-diaza-1,3-butadiene) C(C)(C)(CC)N=CC=NC(C)(C)CC.[Li]